Racemic-(6R)-17-amino-12,12-dimethyl-6,15-bis(trifluoromethyl)-19-oxa-3,4,13,18-tetrazatricyclo[12.3.1.12,5]nonadeca-1(18),2,4,14,16-pentaene-6,10-diol NC1=CC(=C2NC(CC(CCC[C@](C3=NN=C(C1=N2)O3)(O)C(F)(F)F)O)(C)C)C(F)(F)F |r|